3,3,4,4,5,5,6,6,6-nonafluorohex-1-ene FC(C=C)(C(C(C(F)(F)F)(F)F)(F)F)F